3-(3-(2-amino-3,6-dichloropyridin-4-yl)-1H-pyrazolo[3,4-b]pyrazin-6-yl)-8-azaspiro[4.5]decan-1-amine NC1=NC(=CC(=C1Cl)C1=NNC2=NC(=CN=C21)C2CC(C1(C2)CCNCC1)N)Cl